3-n-propyl-2-thiouracil C(CC)N1C(NC=CC1=O)=S